[C@H]12CN(C[C@H](CC1)N2)C2=C1C(N(C(C1=C(C=C2)F)=O)C2C(NC(CC2)=O)=O)=O 4-((1R,5S)-3,8-diazabicyclo[3.2.1]octane-3-yl)-2-(2,6-dioxopiperidin-3-yl)-7-Fluoroisoindoline-1,3-dione